2-[(3-ethynyl-8-methyl-6-quinolinyl)oxy]-2-methylsulfanyl-N-propyl-acetamide Ethyl-1-methyl-3-{2-[(1,2,3-trimethyl-1H-indol-5-yl)amino]pyrimidin-4-yl}-1H-pyrazole-5-carboxylate C(C)OC(=O)C1=CC(=NN1C)C1=NC(=NC=C1)NC=1C=C2C(=C(N(C2=CC1)C)C)C.C(#C)C=1C=NC2=C(C=C(C=C2C1)OC(C(=O)NCCC)SC)C